OCC1(CCC1)NC(=O)C=1C=2C[C@@H]3[C@H](C2N(N1)C1=NC=CN=C1)C3 (1aR,5aR)-2-Pyrazin-2-yl-1a,2,5,5a-tetrahydro-1H-2,3-diaza-cyclopropa[a]pentalene-4-carboxylic acid (1-hydroxymethyl-cyclobutyl)-amide